N-(3-bromo-4-fluorophenyl)-N'-hydroxy-4-((2-(4-(3-aminophenyl)-1H-1,2,3-triazol-1-yl)ethyl)amino)-1,2,5-oxadiazole-3-formamidine BrC=1C=C(C=CC1F)NC(=NO)C1=NON=C1NCCN1N=NC(=C1)C1=CC(=CC=C1)N